C(C1=CC=CC=C1)(C1=CC=CC=C1)Br Benzhydryl bromide